C(C1=CC=CC=C1)N1CN(C2=C1C=CC=C2)CCOC2=CC1=CC=C3C=CC=C4C=CC(=C2)C1=C43 3-benzyl-1-(2-(pyrene-2-oxy)ethyl)-1H-benzo[d]imidazole